C1(CC1)COC1CN(CCC1)C1CCN(CC1)C=1SC(=CN1)C(=O)NCC1=NC=C(C=C1F)F 2-[3-(cyclopropylmethoxy)[1,4'-bipiperidin]-1'-yl]-N-[(3,5-difluoropyridin-2-yl)methyl]-1,3-thiazole-5-carboxamide